N'-((3R,4R,5S)-4-hydroxy-5-(10H-phenoxazin-10-yl)tetrahydro-2H-pyran-3-yl)-N-propyl-4-(trifluoromethoxy)benzenesulfonimidoamide O[C@H]1[C@@H](COC[C@@H]1N1C2=CC=CC=C2OC=2C=CC=CC12)N=S(=O)(NCCC)C1=CC=C(C=C1)OC(F)(F)F